2-chloro-N-(3-chloro-2-hydroxyphenyl)acetamide 1,3-Dioxoisoindolin-2-yl-1-methylcyclohexanecarboxylate O=C1N(C(C2=CC=CC=C12)=O)C1C(CCCC1)(C(=O)O)C.ClCC(=O)NC1=C(C(=CC=C1)Cl)O